FC1(CCC(CC1)[C@H](NC(C(C=1C=NC(=CC1)OC)(F)F)=O)C=1OC2=C(N1)C=C(C=C2)CN2C(N[C@@H](C2)C(F)(F)F)=O)F N-((S)-(4,4-difluorocyclohexyl)(5-(((S)-2-oxo-4-(trifluoromethyl)imidazolidin-1-yl)methyl)-benzo[d]oxazol-2-yl)methyl)-2,2-difluoro-2-(6-methoxypyridin-3-yl)acetamide